S(=O)(=O)(C1=CC=C(C)C=C1)N\N=C\C1CC2(CN(C2)C(=O)OC(C)(C)C)C1 tert-butyl (E)-6-((2-tosylhydrazono)methyl)-2-azaspiro[3.3]heptane-2-carboxylate